6-oxohexyl sulfate S(=O)(=O)(OCCCCCC=O)[O-]